C1(CCCC1)[C@@H]1N(N=C2C=3C=CC(=NC3CC[C@H]21)C(=O)N2CCC(CC2)O)C2=CC(=C(C#N)C=C2)Cl 4-[(3S,3aS)-3-cyclopentyl-7-(4-hydroxypiperidine-1-carbonyl)-3,3a,4,5-tetrahydropyrazolo[3,4-f]quinolin-2-yl]-2-chlorobenzonitrile